3-(5-(1-(2,2-difluoroethyl)-5-phenyl-1H-pyrazol-4-yl)-1-oxoisoindolin-2-yl)piperidine-2,6-dione FC(CN1N=CC(=C1C1=CC=CC=C1)C=1C=C2CN(C(C2=CC1)=O)C1C(NC(CC1)=O)=O)F